2-(4-cyclopropyl-6-methoxypyrimidin-5-yl)-N-((1-(6-methylpyridin-3-yl)piperidin-4-yl)methyl)imidazo[2,1-f][1,2,4]triazin-4-amine C1(CC1)C1=NC=NC(=C1C1=NN2C(C(=N1)NCC1CCN(CC1)C=1C=NC(=CC1)C)=NC=C2)OC